(S)-2-methoxy-5-(4-((1-(4-methylpiperazin-1-yl)-1-oxopropan-2-yl)amino)quinazolin-6-yl)nicotinic acid phenyl ester C1(=CC=CC=C1)OC(C1=C(N=CC(=C1)C=1C=C2C(=NC=NC2=CC1)N[C@H](C(=O)N1CCN(CC1)C)C)OC)=O